3-methoxy-4,5-methylenedioxy-phenethylamine COC=1C=C(CCN)C=C2C1OCO2